O=C1N(C(CC1)=O)N1ON=C(C1C(=O)O)C1CC1.BrC1=CC(=C(N)C=C1Cl)F 4-bromo-5-chloro-2-fluoroaniline 2,5-dioxopyrrolidin-1-yl-4-cyclopropyl-1,2,5-oxadiazol-3-carboxylate